methyl-benzotriazol chloride sodium salt [Na+].[Cl-].CC1=CC=CC=2NN=NC21